ClC1=C(C=C(CC(C(=O)N)(C)C)C=C1)C=1NC(C=C(N1)C=1SC(=CC1)C(F)(F)F)=O (4-chloro-3-{6-oxo-4-[5-(trifluoromethyl)thiophen-2-yl]-1,6-dihydropyrimidin-2-yl}benzyl)isobutyramide